C1(CCCCC1)C1CC(C1)N(C(=O)C1CC2(C1)NC(OC2)=O)C (2s,4S)-N-((1r,3R)-3-cyclohexylcyclobutyl)-N-methyl-6-oxo-7-oxa-5-azaspiro[3.4]octane-2-carboxamide